BrC=1C=C(C=CC1)[C@]1(COC=2C1=NC=CC2)O (S)-3-(3-bromophenyl)-2,3-dihydrofuro[3,2-b]pyridin-3-ol